Mono-ethyl fumarate C(\C=C\C(=O)[O-])(=O)OCC